(S)-(((1-(4-nitrophenoxy)prop-2-yl)oxy)methanetriyl)triphenylene [N+](=O)([O-])C1=CC=C(OC[C@H](C)OC=C2CC=CC=3C4=CC=CC=C4C4=CC=CC=C4C23)C=C1